CN1C=2C=CC(=NC2C(=CC1=O)N1C[C@H]([C@@H](CC1)OC1=CC=C(C=C1)C(F)(F)F)C)C#N 5-Methyl-8-((3R,4R)-3-methyl-4-(4-(trifluoromethyl)phenoxy)piperidin-1-yl)-6-oxo-5,6-dihydro-1,5-naphthyridin-2-carbonitril